6-(3-Chloro-6-(difluoromethyl)-2-fluorophenyl)-N-(1-((S or R)-1-(5-((1R,5S)-2-oxo-3-azabicyclo[3.1.0]hexan-3-yl)pyrazin-2-yl)ethyl)-1H-pyrazol-4-yl)pyrazine-2-carboxamide ClC=1C(=C(C(=CC1)C(F)F)C1=CN=CC(=N1)C(=O)NC=1C=NN(C1)[C@@H](C)C1=NC=C(N=C1)N1C([C@@H]2C[C@@H]2C1)=O)F |o1:24|